OCC1(CCC1)NC=1C2=C(N=C(N1)C1=CC=C(C=C1)N1CC(C1)OC)CC[S@]2=O |r| (R/S)-4-((1-(hydroxymethyl)cyclobutyl)amino)-2-(4-(3-methoxyazetidin-1-yl)phenyl)-6,7-dihydrothieno[3,2-d]pyrimidine 5-oxide